Cl.C(N)(=O)C1=NN(C=C1NC(=O)C=1N=C(OC1)C1=CC(=NC=C1)NCC(F)(F)F)C=1C=NC(=CC1)N1CCNCC1 N-(3-carbamoyl-1-(6-(piperazin-1-yl)pyridin-3-yl)-1H-pyrazol-4-yl)-2-(2-((2,2,2-trifluoroethyl)amino)pyridin-4-yl)oxazole-4-carboxamide hydrochloride